3-([1,2,4]triazolo[1,5-a]pyridin-5-yl)-6-chloropyridin-2-amine N=1C=NN2C1C=CC=C2C=2C(=NC(=CC2)Cl)N